ClC=1C=C(C=NC1N1N=CC=N1)NC(=O)C=1C=NN(C1C(F)(F)F)C1=CN=C(C2=CC=CC=C12)C(C)O N-(5-Chloro-6-(2H-1,2,3-triazol-2-yl)pyridin-3-yl)-1-(1-(1-hydroxyethyl)-isochinolin-4-yl)-5-(trifluoromethyl)-1H-pyrazol-4-carboxamid